5-bromo-1-isopropyl-1H-benzo[d][1,2,3]triazole BrC1=CC2=C(N(N=N2)C(C)C)C=C1